MOLYBDENUM PHOSPHIDE P#[Mo]